C1(CC1)NC(=O)C1=CN=C2N1N=C(C=C2)NC2=CC(=CC=C2)C2=NC=C(C=C2)C=O N-cyclopropyl-6-{[3-(5-formylpyridin-2-yl)phenyl]amino}imidazo[1,2-b]pyridazine-3-carboxamide